CN(C1=CC=C(C=C1)C=1N=C2N(C=CN=C2)C1NC=1C=C(C(=O)OC)C=CC1)C methyl 3-[[2-[4-(dimethyl-amino)phenyl]imidazo[1,2-a]pyrazin-3-yl]amino]benzoate